C1(=CC=C(C=C1)CN1C=CC=2C(=NC=C(C21)C(=O)NC2CC1(CCC1)C2)OC)C2=CC=CC=C2 (Sa)-6-(1-([1,1'-Biphenyl]-4-ylmethyl)-4-methoxy-1H-pyrrolo[3,2-c]pyridin-7-carboxamido)spiro[3.3]heptan